C(C1=CC=CC=C1)N1CCNCCNCCNCC1 benzyl-1,4,7,10-tetraazacyclododecane